pentasodium phosphate P(=O)([O-])([O-])[O-].[Na+].[Na+].[Na+].[Na+].[Na+]